2-oxo-2-((1-phenylcyclopropyl)amino)acetic acid O=C(C(=O)O)NC1(CC1)C1=CC=CC=C1